N-(3-Hydroxy-4-(4-(2-methoxyphenyl)piperazin-1-yl)butyl)-1,3,3-trimethyl-2-oxoindoline-5-carboxamide OC(CCNC(=O)C=1C=C2C(C(N(C2=CC1)C)=O)(C)C)CN1CCN(CC1)C1=C(C=CC=C1)OC